(R,Z)-6-bromo-1,2-dimethyl-N-(1-(2-methyl-3-(trifluoromethyl)phenyl)ethyl)pyrido-[3,4-d]pyrimidin-4(1H)-imine BrC1=CC/2=C(N(C(=N\C2=N/[C@H](C)C2=C(C(=CC=C2)C(F)(F)F)C)C)C)C=N1